C1(CC1)C1=CN(C2=NC=C(C=C21)N2C(NC(CC2)=O)=O)C2CCN(CC2)C[C@@H]2[C@H](CN(CC2)C(=O)OC(C)(C)C)F tert-Butyl (3R,4R)-4-((4-(3-cyclopropyl-5-(2,4-dioxotetrahydropyrimidin-1(2H)-yl)-1H-pyrrolo[2,3-b]pyridin-1-yl)piperidin-1-yl)methyl)-3-fluoropiperidine-1-carboxylate